5-phenylindole-3-acetic acid C1(=CC=CC=C1)C=1C=C2C(=CNC2=CC1)CC(=O)O